3-fluoro-5-nitro-2-(6-(trifluoromethyl)pyridin-3-yl)benzonitrile FC=1C(=C(C#N)C=C(C1)[N+](=O)[O-])C=1C=NC(=CC1)C(F)(F)F